4-Ethoxy-N-(7-ethyl-2-methyl-6,7,8,9-tetrahydro-5H-pyrido[2,3-d]azepin-3-yl)benzenesulfonamide, Trifluoroacetate Salt FC(C(=O)O)(F)F.C(C)OC1=CC=C(C=C1)S(=O)(=O)NC1=CC2=C(CCN(CC2)CC)N=C1C